C1(=CC=CC=C1)P(C1=C(C=CC=C1)CC1=C(C=CC=C1)P(C1=CC=CC=C1)C1=CC=CC=C1)C1=CC=CC=C1 bis(2-(diphenylphosphino)phenyl)methane